N[C@@H]1C2=CC=CC=C2CC12CCN(CC2)C2=NC=C(C(N2C)=O)C#CC2C(C2)COC 2-((S)-1-amino-1,3-dihydrospiro[indene-2,4'-piperidine]-1'-yl)-5-((2-(methoxymethyl)cyclopropyl)ethynyl)-3-methylpyrimidin-4(3H)-one